(trans)-linoleic acid C(CCCCCCC\C=C\C\C=C/CCCCC)(=O)O